Dimethyl-isobenzofuranone phosphonate P(O)(O)=O.CC1=C2C(OC(C2=CC=C1)=O)C